ClC=1C2=C(N(C(CC1C1=CN=CO1)=O)CC1=CC(=C(C=C1)C)F)C=C(C=C2)OC 5-chloro-1-(3-fluoro-4-methylbenzyl)-8-methoxy-4-(oxazol-5-yl)-1,3-dihydro-2H-benzo[b]azepin-2-one